1-[4-[(7R)-7-(4-isoquinolinyl)-5,6,7,8-tetrahydroquinazolin-4-yl]piperazin-1-yl]prop-2-en-1-one C1=NC=C(C2=CC=CC=C12)[C@@H]1CCC=2C(=NC=NC2C1)N1CCN(CC1)C(C=C)=O